CN(C1CCC(CC1)NC1=CC=CC=2N1N=C(C2SC(F)(F)F)C#CCNC2=C(C=C(C=C2)P(C)(C)=O)OC)C (4-((3-(7-(((1r,4r)-4-(dimethylamino)cyclohexyl)amino)-3-((trifluoromethyl)thio)pyrazolo[1,5-a]pyridin-2-yl)prop-2-yn-1-yl)amino)-3-methoxyphenyl)dimethylphosphine oxide